COC1=CC(=C(COC=2C=C(/C=C/C3=CC(=C4O[C@@]5(C[C@H]([C@H](C(C5CC4=C3)(C)C)O)O)C)OC)C=C(C2CC=C(C)C)O)C=C1OC)[N+](=O)[O-] (2S,3R,4aR)-7-((E)-3-((4,5-dimethoxy-2-nitrobenzyl)oxy)-5-hydroxy-4-(3-methylbut-2-en-1-yl)styryl)-5-methoxy-1,1,4a-trimethyl-2,3,4,4a,9,9a-hexahydro-1H-xanthene-2,3-diol